3-methyl-1,2,4-dithiazolin-5-one CC=1SSC(N1)=O